FC=1C=C(C=C(C1F)F)OC(=S)C1=C(C=C(C=C1F)C1=CC=C(C=C1)CCCCC)F 3,5-difluoro-4'-pentylbiphenyl-4-thiocarboxylic acid-3,4,5-trifluorophenyl ester